OC1=C(C=C(C=2OC3=C(C(=C(C(=C3C(C2OC)=O)O)OC)O)OC)C=C1)OC 4',5,7-trihydroxy-3,6,8,3'-tetramethoxyflavone